COC1=CC=C(C=C1)CN1C(C2=C3C(C=CC=C13)=C(C=C2)B2OC(C(O2)(C)C)(C)C)=O 1-[(4-methoxyphenyl)methyl]-5-(4,4,5,5-tetramethyl-1,3,2-dioxaborolan-2-yl)benzo[cd]indol-2-one